[Si](C)(C)(C(C)(C)C)OC[C@H](CO)NC(OC(C)(C)C)=O Tert-butyl (S)-(1-((tert-butyldimethylsilyl)oxy)-3-hydroxypropan-2-yl)carbamate